2-((6,7-dichloro-2,2-dioxido-4,9-dihydro-[1,2,6]thiadiazino[4,3-g]indol-3(1H)-yl)methyl)benzonitrile ClC=1C=2C(=CNC2C2=C(C1)CN(S(N2)(=O)=O)CC2=C(C#N)C=CC=C2)Cl